N1CC(C1)N1CC(CCC1)C(=O)NC=1SC2=C(N1)C(=CC(=C2)F)F 1-(azetidin-3-yl)-N-(4,6-difluoro-1,3-benzothiazol-2-yl)piperidine-3-carboxamide